NC1=NN=C(S1)OCC1CCN(CC1)C(=O)OC(C)(C)C tert-butyl 4-(((5-amino-1,3,4-thiadiazol-2-yl)oxy)methyl)piperidine-1-carboxylate